2',4',6'-tri(propane-2-yl)-[1,1'-biphenyl] CC(C)C1=C(C(=CC(=C1)C(C)C)C(C)C)C1=CC=CC=C1